[Pb](I)(I)(I)I.C(CCC)[NH2+]CCCC Dibutylammonium lead tetraiodide